BrC1=C(C=C2CCN3C(C2=C1)=C(C=C3C(=O)OCC)C=O)OC ethyl 9-bromo-1-formyl-8-methoxy-5,6-dihydropyrrolo[2,1-a]isoquinoline-3-carboxylate